BrC1=C2C(=NC=C1)N(N=C2)C(C#N)(C)C 2-(4-bromopyrazolo[3,4-b]pyridin-1-yl)-2-methylpropanenitrile